3-amino-2-(2,6-dimethoxyphenyl)pyridine NC=1C(=NC=CC1)C1=C(C=CC=C1OC)OC